O[C@]1(CCN(CC12CCCC2)C(=O)N2[C@@H](CN(CC2)C(=O)OC(C)(C)C)C2=CC=CC=C2)CN2C=NC(=CC2=O)C tert-butyl (R)-4-((S)-10-hydroxy-10-((4-methyl-6-oxopyrimidin-1(6H)-yl)methyl)-7-azaspiro[4.5]decane-7-carbonyl)-3-phenylpiperazine-1-carboxylate